N-(3-((4-acetylpiperazin-1-yl)methyl)phenyl)quinazolin-2-amine C(C)(=O)N1CCN(CC1)CC=1C=C(C=CC1)NC1=NC2=CC=CC=C2C=N1